4-(pyrazin-2-yl)pyrimidin N1=C(C=NC=C1)C1=NC=NC=C1